1,2-bis(1-isocyanato-1-methylethyl)benzene N(=C=O)C(C)(C)C1=C(C=CC=C1)C(C)(N=C=O)C